The molecule is a biflavonoid that consists of two units of 5,7-dihydroxy-4'-methoxyflavanone attached at the C-3 position. Isolated from Stellera chamaejasme, it exhibits antimitotic and antifungal activity. It has a role as an antifungal agent, an antimitotic and a plant metabolite. It is a biflavonoid, a hydroxyflavanone, a ring assembly and a member of 4'-methoxyflavanones. COC1=CC=C(C=C1)[C@@H]2[C@H](C(=O)C3=C(C=C(C=C3O2)O)O)[C@H]4[C@@H](OC5=CC(=CC(=C5C4=O)O)O)C6=CC=C(C=C6)OC